C1(=CC=CC=C1)C1=C(C(=C(C=C1)C1=CC=CC=C1)C1=CC=CC=C1)C#N 4'-phenyl-[1,1':2',1''-terphenyl]-3'-carbonitrile